C(C)(C)(C)OC(=O)NC=1N=C(SC1)C1=CC(=C(C(=O)OC)C=C1)F methyl 4-[4-(tert-butoxycarbonylamino)thiazol-2-yl]-2-fluoro-benzoate